(4-(3,4-dichlorophenyl)-2-methylpiperazine-1-carbonyl)-6-nitroquinolin-2(1H)-one ClC=1C=C(C=CC1Cl)N1CC(N(CC1)C(=O)N1C(C=CC2=CC(=CC=C12)[N+](=O)[O-])=O)C